C(C(C)C)N=S1(CCN(CC1)C1=CC=C(C=N1)C=1C=2N(C=C(C1)C=1C=NN(C1)C)N=CC2C#N)=O 4-(6-(1-(isobutylimino)-1-oxothiomorpholinyl)pyridin-3-yl)-6-(1-methyl-1H-pyrazole-4-yl)pyrazolo[1,5-a]pyridine-3-carbonitrile